5-chloro-N2-(2-methoxy-4-(4-(4-methylpiperazin-1-yl)piperidin-1-yl)phenyl)-N4-(1-(propylsulfonyl)indolin-7-yl)pyrimidine-2,4-diamine ClC=1C(=NC(=NC1)NC1=C(C=C(C=C1)N1CCC(CC1)N1CCN(CC1)C)OC)NC=1C=CC=C2CCN(C12)S(=O)(=O)CCC